N'-Hydroxy-3-(2,2,2-trifluoroethoxy)benzimidamide ON=C(C1=CC(=CC=C1)OCC(F)(F)F)N